ClC1=CC(=C2C(=N1)C(OCC2O)=O)C2=C(C=C(C=C2)Cl)F 2-chloro-4-(4-chloro-2-fluorophenyl)-5-hydroxy-5,6-dihydro-8H-pyrano[3,4-b]pyridin-8-one